C(C)N1CCCC2=CC=CC(=C12)CO (1-ethyl-1,2,3,4-tetrahydroquinolin-8-yl)methanol